2-(6-azaspiro[2.5]octan-6-ylmethyl)-6-[3-[1-(4-methyl-1,2,4-triazol-3-yl)cyclobutyl]phenyl]-4-(trifluoromethyl)-1H-pyrrolo[2,3-c]pyridin-7-one C1CC12CCN(CC2)CC2=CC1=C(C(N(C=C1C(F)(F)F)C1=CC(=CC=C1)C1(CCC1)C1=NN=CN1C)=O)N2